2,6-difluoro-4-methoxy-pyridine FC1=NC(=CC(=C1)OC)F